(Z)-3-(5-((4-(3,3-Dimethylbutanoyl)-3-hydroxy-2-methylphenoxy)methyl)pyrazin-2-yl)-N'-hydroxybenzimidamide CC(CC(=O)C1=C(C(=C(OCC=2N=CC(=NC2)C=2C=C(/C(/N)=N/O)C=CC2)C=C1)C)O)(C)C